hydroxymethanesulfinate OCS(=O)[O-]